aminopropionic acid (S,Z)-2-propylpentyl ester C(CC)C(COC(C(C)N)=O)CCC